1-(2-(6-Chloro-3-(3,4-dichlorophenyl)-2-(phenylamino)-9H-carbazol-9-yl)ethyl)guanidine ClC=1C=C2C=3C=C(C(=CC3N(C2=CC1)CCNC(=N)N)NC1=CC=CC=C1)C1=CC(=C(C=C1)Cl)Cl